1-(5-hydroxypyridin-2-yl)-2-((3aR,5s,6aS)-5-phenoxyhexahydrocyclopenta[c]pyrrol-2(1H)-yl)ethan-1-one OC=1C=CC(=NC1)C(CN1C[C@@H]2[C@H](C1)CC(C2)OC2=CC=CC=C2)=O